3,6-bis(hydroxyimino)cyclohexane-1,4-diene-1-carboxylic acid ON=C1C=C(C(C=C1)=NO)C(=O)O